FC=1C(=CC(=NC1)OC)[C@H](C(=O)N1CC2(NC3=NC(=C(C=C3CC2)C2=NC=CC=N2)F)CC1)C (2R)-2-(5-fluoro-2-methoxypyridin-4-yl)-1-(7'-fluoro-6'-(pyrimidin-2-yl)-3',4'-dihydro-1'H-spiro[pyrrolidine-3,2'-[1,8]naphthyridin]-1-yl)propan-1-one